C(C)OC1=C(C=C(C=C1)CC)C1(OCCC1)C(=O)O 2-(2-ethoxy-5-ethylphenyl)tetrahydrofuran-2-carboxylic acid